(E)-3-(3-fluoro-4-methoxyphenyl)-2-(3,4,5-trimethoxyphenyl)acrylic acid FC=1C=C(C=CC1OC)/C=C(/C(=O)O)\C1=CC(=C(C(=C1)OC)OC)OC